Cl.FC(C=1C=CC(=NC1)O[C@H]1CN(CC1)C1=C(C=CC=C1)CN)(F)F (R)-(2-(3-(5-(trifluoromethyl)pyridin-2-yloxy)pyrrolidin-1-yl)phenyl)methylamine hydrochloride